benzyl 4-[2-[3-[3-[3-amino-6-(2-hydroxyphenyl)pyridazin-4-yl]-3,8-diazabicyclo[3.2.1]octan-8-yl]phenoxy]ethyl]piperazine-1-carboxylate NC=1N=NC(=CC1N1CC2CCC(C1)N2C=2C=C(OCCN1CCN(CC1)C(=O)OCC1=CC=CC=C1)C=CC2)C2=C(C=CC=C2)O